5',6-dimethyl-3H-spiro[furo[2,3-c]pyridin-2,3'-pyrrolidin]-5(6H)-one CC1CC2(CN1)CC=1C(=CN(C(C1)=O)C)O2